ClC=1C=CC(=NC1)[C@H](C)C1(CCN(CC1)C1=C(C(N(C2=C(C=CC=C12)OC1COC1)C)=O)C#N)O 4-[4-[(1S)-1-(5-chloro-2-pyridyl)ethyl]-4-hydroxy-1-piperidyl]-1-methyl-8-(oxetan-3-yloxy)-2-oxo-quinoline-3-carbonitrile